3-((2-fluoro-5-methoxy-4-(piperazin-1-yl)phenyl)amino)piperidine-2,6-dione FC1=C(C=C(C(=C1)N1CCNCC1)OC)NC1C(NC(CC1)=O)=O